FC1=C(C=CC=C1)[C@H](C(=O)N1CC2=NN(C=C2C1)S(=O)(=O)C=1C=NN(C1)CC(F)(F)F)O (2R)-2-(2-fluorophenyl)-2-hydroxy-1-{2-[1-(2,2,2-trifluoroethyl)pyrazol-4-ylsulfonyl]-4H,6H-pyrrolo[3,4-c]pyrazol-5-yl}ethanone